2-(3-(3-(2-(difluoromethoxy)-6-methylpyridin-3-yl)-1-(2-isopropylphenyl)ureido)cyclobutyl)-N-methylacetamide FC(OC1=NC(=CC=C1NC(N(C1=C(C=CC=C1)C(C)C)C1CC(C1)CC(=O)NC)=O)C)F